(S)-2,3,4,9-tetrahydro-1H-pyrido[3,4-b]indole-3-carboxylic acid-5,6,7,8-d4 C1N[C@@H](CC2=C1NC1=C(C(=C(C(=C21)[2H])[2H])[2H])[2H])C(=O)O